C(C1CO1)N(C1=C(C=C(C=C1Br)Br)Br)CC1CO1 N,N-diglycidyl-2,4,6-tribromoaniline